O1CCN(CC1)CC1=CC=C(CSC2=C3CN(C(C3=CC=C2)=O)C2C(NC(CC2)=O)=O)C=C1 3-(4-((4-(morpholinomethyl)benzyl)thio)-1-oxoisoindolin-2-yl)piperidine-2,6-dione